7-Benzyl-3-ethyl-9,9-difluoro-2,3,6,7,8,9-hexahydroimidazo[1,2-a]pyrido[3,4-e]pyrimidin-5(1H)-one C(C1=CC=CC=C1)N1CC=2C(N=C3N(C2C(C1)(F)F)CCN3CC)=O